N(=[N+]=[N-])CC=1N=C2N(C=C(C=C2CCC(=O)OCC)C2CC2)C1 ethyl 3-(2-(azidomethyl)-6-cyclopropylimidazo[1,2-a]pyridin-8-yl)propanoate